Bis(2-methoxyethyl)ether COCCOCCOC